2-[4-[(E)-3-(3-Bromo-4-fluorophenyl)prop-2-enoyl]phenoxy]acetic acid BrC=1C=C(C=CC1F)/C=C/C(=O)C1=CC=C(OCC(=O)O)C=C1